(+)-1-(3-(aminomethyl)phenyl)-N-(5-(3-cyclopropyl-1-(2-oxopiperidin-1-yl)propyl)-2-fluorophenyl)-3-(trifluoromethyl)-1H-pyrazole-5-carboxamide C1CCN(C(=O)C1)C(CCC2CC2)C3=CC(=C(C=C3)F)NC(=O)C4=CC(=NN4C5=CC=CC(=C5)CN)C(F)(F)F